2-Bromomethyl-1,1-difluorocyclopropane BrCC1C(C1)(F)F